OCCNC([C@H](N)C)=O N-(2-hydroxyethyl)-D-alaninamide